1-(4-fluoro-2-methoxyphenyl)-5-(trifluoromethyl)-1H-pyrazole-4-carboxylic acid ethyl ester C(C)OC(=O)C=1C=NN(C1C(F)(F)F)C1=C(C=C(C=C1)F)OC